(R)-4-((2-cyanophenyl)thio)-6-(1-(1-(2-methoxypropyl)piperidin-4-yl)-5-methyl-1H-pyrazol-4-yl)pyrazolo[1,5-a]pyridine-3-carbonitrile C(#N)C1=C(C=CC=C1)SC=1C=2N(C=C(C1)C=1C=NN(C1C)C1CCN(CC1)C[C@@H](C)OC)N=CC2C#N